6-bromo-7-fluoro-4-methylisoquinolin-1(2H)-one BrC=1C=C2C(=CNC(C2=CC1F)=O)C